mono-cobalt (II) bis(2-methyl-1H-imidazole) CC=1NC=CN1.CC=1NC=CN1.[Co+2]